BrC=1C=C(C=C(C1OC)F)C(C(F)(F)F)=O 1-(3-bromo-5-fluoro-4-methoxyphenyl)-2,2,2-trifluoroethanone